ClC=1C(=C(C=CC1Cl)NC1=NC=NC2=CC(=C(C=C12)OC1CN(CCC1)C#N)OC)F 3-((4-((3,4-dichloro-2-fluorophenyl)amino)-7-methoxyquinazolin-6-yl)oxy)piperidine-1-carbonitrile